Methyl 5-hydroxy-2-oxo-2,3-dihydro-1H-benzo[b]azepine-4-carboxylate OC=1C2=C(NC(CC1C(=O)OC)=O)C=CC=C2